C1=NC=C(C2=CC=CC=C12)N1C(N(CC1C#N)C1=CC(=NC=C1OC)C(F)(F)F)=O 3-(isoquinolin-4-yl)-1-(5-methoxy-2-(trifluoromethyl)pyridin-4-yl)-2-oxoimidazoline-4-carbonitrile